N-(5-((6-((R)-3-(3-chloro-2,4-difluorophenyl)isoxazolidine-2-yl)pyrimidine-4-yl)amino)-2-(4-(4-cyclopropylpiperazine-1-yl)piperidine-1-yl)-4-methoxyphenyl)acrylamide ClC=1C(=C(C=CC1F)[C@@H]1N(OCC1)C1=CC(=NC=N1)NC=1C(=CC(=C(C1)NC(C=C)=O)N1CCC(CC1)N1CCN(CC1)C1CC1)OC)F